S1N=NC=C1 [1,2,3]thiadiazole